tetrafluorophenyl-porphyrin cobalt [Co].FC=1C2=C(C3=C(C(=C(N3F)C=C3C=CC(C=C4C=CC(=CC(C1)=N2)N4)=N3)C3=CC=CC=C3)F)F